(6R,7aS)-6-hydroxy-2-methylhexahydro-3H-pyrrolo[1,2-c]imidazol-3-one O[C@@H]1C[C@@H]2N(C(N(C2)C)=O)C1